2-(4-fluorophenyl)-2-(1-(3-methoxyazetidine-1-carbonyl)piperidin-4-ylidene)acetonitrile FC1=CC=C(C=C1)C(C#N)=C1CCN(CC1)C(=O)N1CC(C1)OC